5-(4-{3-[4-(3-{4-chloro-3-ethyl-1H-pyrrolo[2,3-b]pyridin-3-yl}phenyl)-3-oxopiperazin-1-yl]propanoyl}piperazin-1-yl)-2-(2,6-dioxopiperidin-3-yl)isoindole-1,3-dione ClC1=C2C(=NC=C1)NCC2(CC)C=2C=C(C=CC2)N2C(CN(CC2)CCC(=O)N2CCN(CC2)C=2C=C1C(N(C(C1=CC2)=O)C2C(NC(CC2)=O)=O)=O)=O